4'-((2-butyl-4-oxo-1,3-diazaspiro[4.4]non-1-en-3-yl)methyl)-N-(4-chloro-5-methylisoxazol-3-yl)-2'-(methoxymethyl)-[1,1'-biphenyl]-2-sulfonamide C(CCC)C1=NC2(C(N1CC1=CC(=C(C=C1)C=1C(=CC=CC1)S(=O)(=O)NC1=NOC(=C1Cl)C)COC)=O)CCCC2